C(#N)N=C(NCCCCCC1CN(CC1)C(C1=CC=CC=C1)=O)NC1=C(C=NC=C1F)F 2-cyano-1-(5-((1-benzoyl)pyrrolidine-3-yl)pentyl)-3-(3,5-difluoro-4-pyridinyl)guanidine